ethyl 3-bromo-2,8-dimethyl-imidazo[1,2-a]pyrazine-6-carboxylate BrC1=C(N=C2N1C=C(N=C2C)C(=O)OCC)C